NC(CO)COCC1=CC(=C(C=C1)CN1C=CC=2N=C(N=C(C21)NCCCCC)N)OC 2-Amino-3-[(4-{[2-amino-4-(pentylamino)-5H-pyrrolo[3,2-d]pyrimidin-5-yl]methyl}-3-methoxyphenyl)methoxy]propan-1-ol